ClC1=NC=CC(=N1)C1=C(C(=O)OC)C=CC=C1[N+](=O)[O-] methyl 2-(2-chloropyrimidin-4-yl)-3-nitrobenzoate